C1(CCCC1)S(=O)(=O)C=1C=C(C=CC1)NC(C1=C(N=C(C=C1)NC(CO)(C)C)N1CC[Si](CC1)(C)C)=O N-(3-(cyclopentylsulfonyl)phenyl)-2-(4,4-dimethyl-1,4-azasilinan-1-yl)-6-((1-hydroxy-2-methylpropan-2-yl)amino)nicotinamide